3-[5-(2-Isopropyl-1-methyl-5-pyrimidin-5-yl-imidazol-4-yl)-1-oxo-isoindolin-2-yl]piperidine-2,6-dione C(C)(C)C=1N(C(=C(N1)C=1C=C2CN(C(C2=CC1)=O)C1C(NC(CC1)=O)=O)C=1C=NC=NC1)C